FC(C(=CCF)F)(F)F 1,1,1,2,4-pentafluoro-2-butene